BrC1=C2C=NNC2=C(C=C1F)OCOC 4-bromo-5-fluoro-7-(methoxymethoxy)-1H-indazole